N-[4-(1-methylpyrazol-4-yl)thiazol-2-yl]pyridine-3-carboxamide CN1N=CC(=C1)C=1N=C(SC1)NC(=O)C=1C=NC=CC1